[Si](C1=CC=CC=C1)(C1=CC=CC=C1)(C(C)(C)C)OC1CC(C1)C(=O)N(C)OC 3-((tert-butyldiphenylsilyl)oxy)-N-methoxy-N-methylcyclobutane-1-carboxamide